NC1=NC=NN2C1=C(C=C2C=2C=C(C(=NC2)OC)C(=O)NC2CN(CC2F)CC2=C(C=CC(=C2)F)F)C(F)(F)F 5-[4-amino-5-(trifluoromethyl)pyrrolo[2,1-f][1,2,4]triazin-7-yl]-N-{1-[(2,5-difluorophenyl)methyl]-4-fluoropyrrolidin-3-yl}-2-methoxypyridine-3-carboxamide